N-(4-(4-amino-5-(3-fluoro-4-((4-methylpyrimidin-2-yl)oxy)phenyl)-7-methyl-5H-pyrrolo[3,2-d]pyrimidin-6-yl)-3-fluorophenyl)acrylamide NC=1C2=C(N=CN1)C(=C(N2C2=CC(=C(C=C2)OC2=NC=CC(=N2)C)F)C2=C(C=C(C=C2)NC(C=C)=O)F)C